C1=CC=CC=2N(C3=C(CCC21)C=CC=C3)CCCN(C(OCC3=CC=CC=C3)=O)C benzyl (3-(10,11-dihydro-5H-dibenzo[b,f]azepin-5-yl)propyl)(methyl)carbamate